(R)-2,2,2-trifluoro-1-(2-fluorophenyl)ethan-1-amine FC([C@H](N)C1=C(C=CC=C1)F)(F)F